ClC1=C(C=CC=C1)[C@@H](C)OC(=O)NC=1C(=NOC1C1=CC=C(C(=N1)C)CNC(=O)C1C(C1)(F)F)C 3-(((6-(4-((((R)-1-(2-chlorophenyl)ethoxy)carbonyl)amino)-3-methylisoxazol-5-yl)-2-methylpyridin-3-yl)methyl)carbamoyl)-2,2-difluorocyclopropane